dicyclopropyl(3-methoxy-4-nitrophenyl)phosphine oxide C1(CC1)P(C1=CC(=C(C=C1)[N+](=O)[O-])OC)(C1CC1)=O